FC=1C=C(C=CC1F)C1=C(C=NC=C1)OC=1C=CC(=C(C#N)C1)OCC1CCN(CC1)S(=O)(=O)C 5-((4-(3,4-difluorophenyl)pyridin-3-yl)oxy)-2-((1-(methylsulfonyl)piperidin-4-yl)methoxy)benzonitrile